C(C)NC(=O)C1=C(C(=C2N(C(CN(S2(=O)=O)C)C(=O)O)C1=O)C1=CC(=CC=C1)C(F)(F)F)CC1=CC=CC2=CC=CC=C12 7-(ethylcarbamoyl)-2-methyl-8-(naphthalen-1-ylmethyl)-6-oxo-9-(3-(trifluoromethyl)phenyl)-3,4-dihydro-2H,6H-pyrido[1,2-e][1,2,5]thiadiazine-4-carboxylic acid 1,1-dioxide